C[C@H](OC(NCCNC(CSC(CCC(N([C@H](C(=O)[O-])C)C)=O)C)=O)=O)C1=CC=C(C=C1)SSC1=NC=C(C=C1)[N+](=O)[O-] (S)-l-1,11,15,16-tetramethyl-1-(4-((5-nitropyridin-2-yl)disulfaneyl)phenyl)-3,8,14-trioxo-2-oxa-10-thia-4,7,15-triazaheptadecan-17-oate